CN1[C@H](CN(C[C@H]1C)C1=CC(=C(C=C1)[N+](=O)[O-])Cl)C (2S,6R)-1,2,6-trimethyl-4-(3-chloro-4-nitrophenyl)piperazine